Rac-(4-amino-7-fluoroimidazo[1,5-a]quinoxalin-8-yl)((2R,4aS,9aR)-2-methyl-2,3,9,9a-tetrahydroindeno[2,1-b][1,4]oxazin-4(4aH)-yl)methanone NC=1C=2N(C3=CC(=C(C=C3N1)F)C(=O)N1[C@@H]3[C@H](O[C@@H](C1)C)CC=1C=CC=CC13)C=NC2 |r|